C1=CC(=CC=C1CN)CN p-Xylylendiamine